CC=1N=C(SC1C(=O)OCC)C=1N=CSC1 ethyl 4-methyl-[2,4'-bithiazole]-5-carboxylate